C(C)(=O)NC1CCN(CC1)CC1=C(C=C(C=C1)C1=NC=CC(=C1Cl)C=1C(=C(C=CC1)C1=CC=C(C(=N1)OC)CN(C(OC(C)(C)C)=O)C1CCN(CC1)C(C)=O)Cl)OC tert-butyl ((6-(3-(2-(4-((4-acetamidopiperidin-1-yl)methyl)-3-methoxyphenyl)-3-chloropyridin-4-yl)-2-chlorophenyl)-2-methoxypyridin-3-yl)methyl)(1-acetylpiperidin-4-yl)carbamate